3-(5-carboxypentoxy)-8,8-dimethyl-6-(N-methyl-4-sulfonato-anilino)-7H-xanthene-10-ium-2-sulfonate sodium salt [Na+].C(=O)(O)CCCCCOC=1C(=CC2=CC=3C(CC(=CC3[O+]=C2C1)N(C1=CC=C(C=C1)S(=O)(=O)[O-])C)(C)C)S(=O)(=O)[O-]